phosphoacetone P(=O)(=O)CC(C)=O